2-[3-(3,3-Dimethylbutoxy)phenyl]-4,4,5,5-tetramethyl-1,3,2-dioxaborolane CC(CCOC=1C=C(C=CC1)B1OC(C(O1)(C)C)(C)C)(C)C